C(C1=CC=CC=C1)C=1NC(=CC1C(=O)OC)C1=CC(=CC=C1)Br methyl 2-benzyl-5-(3-bromophenyl)-1H-pyrrole-3-carboxylate